3,8-diazabicyclo[3.2.1]oct-6-ene-8-carboxylate C12CNCC(C=C1)N2C(=O)[O-]